N1(CCOCC1)CCCNC1=CC=C(C=C1)NC1=CC(=NN1)C1=CC=C(S1)C#N 5-(5-(4-(3-morpholinylpropylamino)phenylamino)-1H-pyrazol-3-yl)thiophene-2-carbonitrile